5-[(4-fluorophenyl)(methoxy)methyl]-2-piperazin-1-yl-pyrimidine FC1=CC=C(C=C1)C(C=1C=NC(=NC1)N1CCNCC1)OC